C(CC#CCCC)OC(CCC#N)OCCC#CCCC 4,4-bis(hept-3-yn-1-yloxy)butanenitrile